N-((2-(2,2,2-trifluoroethoxy)pyridin-4-yl)methyl)-2-(((1-(trifluoromethyl)cyclopropyl)methyl)amino)acetamide FC(COC1=NC=CC(=C1)CNC(CNCC1(CC1)C(F)(F)F)=O)(F)F